3-(3-(4-hydroxypiperidinyl)propionyl)-5-methyl-7-hydroxycoumarin hydrochloride Cl.OC1CCN(CC1)CCC(=O)C=1C(OC2=CC(=CC(=C2C1)C)O)=O